C(=O)(OC(C)(C=C)CCC=C(C)C)C(O)C(O)C(=O)[O-] linalyl tartrate